O=C1NC(CC[C@@H]1C1=C(C=C(C=C1F)N1CC(C1)C(=O)N1CCC(CC1)N1CCC(CC1)N1N=C2C=C(C(=CC2=C1)NC(=O)C1=NC(=CC=C1)C(F)(F)F)OC)F)=O (R)-N-(2-(1'-(1-(4-(2,6-dioxopiperidin-3-yl)-3,5-difluorophenyl)azetidine-3-carbonyl)-[1,4'-bipiperidin]-4-yl)-6-methoxy-2H-indazol-5-yl)-6-(trifluoromethyl)pyridinecarboxamide